O[C@H]1CO[C@@H](C1)CO (2R,3R,5S)-3-hydroxy-5-(hydroxymethyl)tetrahydrofuran